(((Rel-(3S,4R)-1-(1H-Imidazole-1-carbonyl)pyrrolidine-3,4-diyl)bis(oxy))bis(2-oxoethane-2,1-diyl))bis(propane-2,1,3-triyl) tetranonanoate C(CCCCCCCC)(=O)OCC(COC(CCCCCCCC)=O)CC(=O)O[C@H]1CN(C[C@H]1OC(CC(COC(CCCCCCCC)=O)COC(CCCCCCCC)=O)=O)C(=O)N1C=NC=C1 |o1:29,33|